O1CC12C(C2)[Si](C2=CC=CC=C2)(C2=CC=CC=C2)C2=CC=CC=C2 1-oxaspiro[2.2]pent-4-yl(triphenyl)silane